C(#N)C=1C(=CC(=NC1)NC(=O)N1C2CC(C3=CC=C(N=C13)C=O)(C2)OCCN2CCOCC2)NCCOC N-(5-cyano-4-((2-methoxyethyl)amino)pyridin-2-yl)-4-(2-(morpholin-4-yl)ethoxy)-7-formyl-3,4-dihydro-2,4-methylene-1,8-naphthyridine-1(2H)-carboxamide